(3S,6S,9aS)-6-isobutyl-8-isopentyl-2-methyl-3-(2-(methylthio)ethyl)hexahydro-4H-pyrazino[1,2-a]pyrazine-4,7(6H)-dione C(C(C)C)[C@H]1C(N(C[C@H]2N1C([C@@H](N(C2)C)CCSC)=O)CCC(C)C)=O